cyclopropyl-[cis-7-fluoro-5-(4-fluorophenyl)-6,7-dihydro-5H-pyrrolo[1,2-b][1,2,4]triazol-2-yl] methanoneO-hexadecyl cytidine-3'-phosphate P(=O)(O)(O)O[C@]1([C@]2([C@@](O[C@@]1(C(O)C1CC1)C=1N=C3N(N1)[C@@H](C[C@@H]3F)C3=CC=C(C=C3)F)(N3C(=O)N=C(N)C=C3)C2)O)CCCCCCCCCCCCC(C)(C)C